N'-((2-(benzyloxy)naphthalen-1-yl)methyl)-2-phenoxyacethydrazide C(C1=CC=CC=C1)OC1=C(C2=CC=CC=C2C=C1)CNNC(COC1=CC=CC=C1)=O